N,5-diphenyl-octahydrocyclopenta[c]pyrrole-2-carboxamide C1(=CC=CC=C1)NC(=O)N1CC2C(C1)CC(C2)C2=CC=CC=C2